(2,3-dihydro-4H-benzo[b][1,4]oxazin-4-yl)(5-(pyrrolidin-1-yl)pyridin-3-yl)methanone Palladium [Pd].O1C2=C(N(CC1)C(=O)C=1C=NC=C(C1)N1CCCC1)C=CC=C2